ClC=1C(=C(C(=NC1C)N[C@H](C(=O)N(C)C1=CC=C(C=C1)F)CC(=O)N)C#N)C (S)-2-(5-chloro-3-cyano-4,6-dimethylpyridin-2-yl-amino)-N1-(4-fluorophenyl)-N1-methylsuccinamide